FC=1C=C(C=CC1)C(N1CCN(CC1)C(=O)C=1C=NC=C(C1)C)C1=C(C=CC=C1)S(=O)(=O)C [4-[(3-fluorophenyl)-(2-methylsulfonylphenyl)methyl]piperazin-1-yl]-(5-methyl-3-pyridyl)methanone